3-methyl-sulfanyl-phenol CC=1C(=C(C=CC1)O)S